C(C=C)[Si](CCl)(CCl)OCC allyl-ethoxydi(chloromethyl)silane